3-[5-bromo-2-(3-morpholin-4-ylphenylamino)-pyrimidin-4-ylamino]-benzo[b]thiophene-2-carboxylic acid hydroxyamide ONC(=O)C1=C(C2=C(S1)C=CC=C2)NC2=NC(=NC=C2Br)NC2=CC(=CC=C2)N2CCOCC2